(S)-3-(3-(4-hydroxy-1-methyl-2-oxo-1,2-dihydropyridin-3-yl)ureido)-3-(5-methoxy-2',6'-dimethylbiphenyl-3-yl)propanoic acid ethyl ester C(C)OC(C[C@@H](C=1C=C(C=C(C1)OC)C1=C(C=CC=C1C)C)NC(=O)NC=1C(N(C=CC1O)C)=O)=O